NCC1(CN(C1)C1=NC(=NC=C1C)NC1=CC(=NS1)C)C N-(4-(3-(aminomethyl)-3-methylazetidin-1-yl)-5-methylpyrimidin-2-yl)-3-methylisothiazol-5-amine